[Na].NC1=C(C=CC(=C1)[N+](=O)[O-])O 2-amino-4-nitrophenol sodium salt